C1(CCCCC1)C1=CC=C(C=C1)NC=1C2=C(N=C(N1)C=1CCOCC1)CN(C2)C(=O)OC(C)(C)C tert-Butyl 4-((4-cyclohexylphenyl)amino)-2-(3,6-dihydro-2H-pyran-4-yl)-5,7-dihydro-6H-pyrrolo[3,4-d]pyrimidine-6-carboxylate